(1-(2-(((1R,3S,5S)-3-((S)-1-amino-2-((1S,3S,5S)-3-cyano-2-azabicyclo[3.1.0]hexan-2-yl)-2-oxoethyl)adamantan-1-yl)oxy)ethyl)piperidin-4-yl)-6-oxo-1,6-dihydropyridine-2-carboxamide N[C@H](C(=O)N1[C@H]2C[C@H]2C[C@H]1C#N)C12CC3(CC(C[C@@H](C1)C3)C2)OCCN2CCC(CC2)N2C(=CC=CC2=O)C(=O)N